C(C)OC(COC=1C(=NC(=CC1)Cl)C(C)(C)C)=O ethyl-2-[(2-tert-butyl-6-chloropyridin-3-yl)oxy]acetate